ClC=1C=C(C=CC1)N(S(=O)(=O)C1CC1)CC=1OC=C(N1)C=1OC(=NN1)C(F)F N-(3-chlorophenyl)-N-[[4-[5-(difluoromethyl)-1,3,4-oxadiazol-2-yl]oxazol-2-yl]methyl]cyclopropanesulfonamide